N-(2-(2-(4-chlorobenzyl)-5-(3,5-difluorobenzyl)-3-oxo-2,3,4,5,6,7-hexahydro-1H-pyrazolo[4,3-c]pyridin-1-yl)ethyl)-2-(hydroxymethyl)cyclopropane-1-carboxamide ClC1=CC=C(CN2N(C3=C(CN(CC3)CC3=CC(=CC(=C3)F)F)C2=O)CCNC(=O)C2C(C2)CO)C=C1